FC1=CC=C(NC=2SC(=C(N2)C)C(=O)C2=CC=CC=C2)C=C1 [2-(4-fluoroanilino)-4-methyl-thiazol-5-yl]-phenyl-methanone